NC1=C(C=C(C(=C1Br)C(=O)C1=C(C=CC(=C1)F)Cl)[N+](=O)[O-])/C=C/C(=O)OC(C)(C)C 2-methylpropan-2-yl (2E)-3-{2-amino-3-bromo-4-[(2-chloro-5-fluorophenyl)carbonyl]-5-nitrophenyl}prop-2-enoate